CN(C(O)=O)C[C@H]1CN(C(O1)=O)C1=CC(=C(C(=C1)F)N1CC2(COC2)C1)F.C1(=CC=C(C=C1)C(=N)N)C1=CC=C(C=C1)C(=N)N 4,4'-biphenyl-diamidine Methyl-(S)-((3-(3,5-difluoro-4-(2-oxa-6-azaspiro[3.3]heptan-6-yl)phenyl)-2-oxo-oxazolidin-5-yl)methyl)carbamate